COC(C=CCCC(C(=O)NC=1C(N(C=CC1)CC(=O)NCC(CC)CC)=O)NC(=O)C1=CN=CN1C)=O 7-(1-(2-(2-ethylbutylamino)-2-oxoethyl)-2-oxo-1,2-dihydro-pyridin-3-ylamino)-6-(1-methyl-1H-imidazol-5-carboxamido)-7-oxohept-2-enoic acid methyl ester